N-ethyl-N-hexylurea C(C)N(C(=O)N)CCCCCC